(9,9'-dimethyl-9H-fluoren-2-yl)boric acid CC1(C2=CC=CC=C2C=2C=CC(=CC12)OB(O)O)C